IC=1SC2=C(C1)CC(CC2)N(C(OC(C)(C)C)=O)C tert-butyl N-(2-iodo-4,5,6,7-tetrahydrobenzothiophen-5-yl)-N-methyl-carbamate